tricosane-6,9-dien-3-one CCC(CCC=CCC=CCCCCCCCCCCCCC)=O